N-((5-chloro-6-(isoxazol-3-ylmethoxy)-1H-indol-2-yl)methyl)isobutyramide ClC=1C=C2C=C(NC2=CC1OCC1=NOC=C1)CNC(C(C)C)=O